COCC1CN(C1)CCC=1C(=CC(N(C1)C(C(=O)OCC)CC(C)C)=O)C(F)(F)F ethyl 2-(5-(2-(3-(methoxymethyl)azetidin-1-yl)ethyl)-2-oxo-4-(trifluoromethyl)pyridin-1(2H)-yl)-4-methylpentanoate